aluminum acetate C(C)(=O)[O-].[Al+3].C(C)(=O)[O-].C(C)(=O)[O-]